COC([C@@H](NC([C@@H](NC(=O)OC(C)(C)C)CC1=CC=CC=C1)=O)CS)=O (tert-butoxycarbonyl)-L-phenylalanyl-L-cysteine methyl ester